C1(CC1)CN1CCC(CC1)N1CCC(CC1)C=1C=C(C2=C(N(C(=N2)C2=CC(=C(C=C2)S(=O)(=O)C)F)C)C1)C 6-(1'-(Cyclopropylmethyl)-[1,4'-bipiperidin]-4-yl)-2-(3-fluoro-4-(methylsulfonyl)phenyl)-1,4-dimethyl-1H-benzo[d]imidazol